FC1=CC=C(C=C1)C=1N=C(C(=NC1)C1CN(CC1)C(C=C)=O)C1=NN(C=C1)C 1-(3-(5-(4-fluorophenyl)-3-(1-methyl-1H-pyrazol-3-yl)pyrazin-2-yl)pyrrolidin-1-yl)prop-2-en-1-one